NC=1SC(=CN1)C(=O)NC1=C(C=C(C(=C1)C(N[C@H]1[C@H](C1)F)=O)F)C 2-Amino-N-[4-fluoro-5-[[(1R,2S)-2-fluorocyclopropyl]carbamoyl]-2-methylphenyl]-1,3-thiazole-5-carboxamide